CN1CCCC1=O 1-Methyl-5-oxo-pyrrolidine